1-[2-(difluoromethoxy)-4-(trifluoromethyl)phenyl]-N-[(3R)-oxolan-3-yl]pyrrolo[1,2-d][1,2,4]triazin-4-amine FC(OC1=C(C=CC(=C1)C(F)(F)F)C=1C=2N(C(=NN1)N[C@H]1COCC1)C=CC2)F